3-(5-fluoro-3,3-dimethyl-3,4-dihydroisoquinolin-1-yl)-quinoline FC1=C2CC(N=C(C2=CC=C1)C=1C=NC2=CC=CC=C2C1)(C)C